Z-11-tridecenyl acetate C(C)(=O)OCCCCCCCCCC\C=C/C